ClC1=CC=C(CNC(C(=O)NC2=C(C=C(OC3CN(C3)CC=3C=CC=C(C(=O)O)C3)C=C2)C(=O)OC)=O)C=C1.CN1CCN(CC1)CCCCCCNC(CC)=O N-[6-(4-methylpiperazin-1-yl)hexyl]propionamide 5-((3-(4-(2-((4-chlorobenzyl)amino)-2-oxoacetamido)-3-(methoxycarbonyl)phenoxy)azetidin-1-yl)methyl)benzoate